C(#N)CSC1=NC=CC=C1 2-Cyanomethylthiopyridine